malonic acid potassium salt [K+].C(CC(=O)[O-])(=O)[O-].[K+]